S(=O)(OCCC1=CC=CC2=CC=CC=C12)OCCC1=CC=CC2=CC=CC=C12 bis(2-(naphthalene-1-yl) ethyl) sulfite